OC(C=CC=CCCCCCCCC(=O)O)CC=CCC 13-hydroxy-9,11,15-octadecatrienoic acid